tert-butyl (4-carbamoyl-6-chloro-5-fluoropyridin-3-yl)carbamate C(N)(=O)C1=C(C=NC(=C1F)Cl)NC(OC(C)(C)C)=O